7-fluoro-N-(6-(4-isopropyl-4H-1,2,4-triazol-3-yl)pyridin-2-yl)-1-methyl-2-oxo-2,3,4,5-tetrahydro-1H-benzo[b]azepine-8-carboxamide FC1=CC2=C(N(C(CCC2)=O)C)C=C1C(=O)NC1=NC(=CC=C1)C1=NN=CN1C(C)C